NC([C@H](C=1C=NC=CC1)NC(=O)[C@@H]1[C@H]2C([C@H]2CN1C(=O)[C@H](C(C)(C)C)NC(OC(C)(C)C)=O)(C)C)=O tert-butyl N-[(1S)-1-[(1R,2S,5S)-2-[[(1S)-2-amino-2-oxo-1-(3-pyridyl)ethyl]carbamoyl]-6,6-dimethyl-3-azabicyclo[3.1.0]hexane-3-carbonyl]-2,2-dimethyl-propyl]carbamate